OC1CCC(CC1)NC1=NC=C(C=N1)C(=O)N 2-(((1r,4r)-4-hydroxycyclohexyl)amino)pyrimidine-5-carboxamide